trioxetane O1OOC1